ClC=1C=C(C=CC1)SC1=CC=C2C(=N1)C(=C(N2)C)C=2CC1CCCCN1CC2 5-(3-chlorophenyl)thio-3-(1,4,5,6,7,8,9-heptahydroquinolizin-2-yl)-2-methylpyrrolo[3,2-b]pyridine